N-n-propyl-3-aminopropyltrimethoxysilane C(CC)NCCC[Si](OC)(OC)OC